N-[6-(difluoromethyl)-2-pyridyl]-2-[4-[[4-[4-[(2,6-dioxo-3-piperidyl)amino]phenyl]-3,3-difluoro-1-piperidyl]methyl]cyclohexyl]-7-isopropoxy-imidazo[1,2-a]pyridine-6-carboxamide FC(C1=CC=CC(=N1)NC(=O)C=1C(=CC=2N(C1)C=C(N2)C2CCC(CC2)CN2CC(C(CC2)C2=CC=C(C=C2)NC2C(NC(CC2)=O)=O)(F)F)OC(C)C)F